O=C1C=CC=2C(=CC=NC2N1)C=1C=C(CNS(=O)(=O)N)C=CC1 N-(3-(7-oxo-7,8-dihydro-1,8-naphthyridin-4-yl)benzyl)sulfamide